{3-[(acetoxy)methyl]-2-{4,4-dimethyl-9-oxo-1,10-diazatricyclo[6.4.0.02,6]-dodeca-2(6),7-dien-10-yl}pyridin-4-yl}boronic acid C(C)(=O)OCC=1C(=NC=CC1B(O)O)N1C(C2=CC=3CC(CC3N2CC1)(C)C)=O